C(C)(C)(C)OC(=O)N1[C@@H](C[C@H](C1)OCC1=CC(=CC(=C1)OC)OC)C(N(C)C)=S.COC=1C=C(C=C(C1)OC)CO[C@@H]1C[C@H](NC1)C(N(C)C)=S (2S,4R)-4-[(3,5-dimethoxyphenyl)methoxy]-N,N-dimethylpyrrolidine-2-carbothioamide Tert-butyl-(2S,4R)-4-[(3,5-dimethoxyphenyl)methoxy]-2-(dimethylcarbamothioyl)pyrrolidine-1-carboxylate